((5-cyano-1H-pyrazol-3-yl)methyl)-3-(3-(difluoromethyl)phenyl)-1-(2-methoxypyrimidin-5-yl)urea C(#N)C1=CC(=NN1)CN(C(=O)NC1=CC(=CC=C1)C(F)F)C=1C=NC(=NC1)OC